OCCNC(CC1=C(C=CC(=C1)NC=1N=CC2=C(N1)NC(C=C2C#C[Si](C(C)C)(C(C)C)C(C)C)=O)N2CCN(CC2)C)=O N-(2-hydroxyethyl)-2-(2-(4-methylpiperazin-1-yl)-5-((7-oxo-5-((triisopropylsilyl)ethynyl)-7,8-dihydropyrido[2,3-d]pyrimidin-2-yl)amino)phenyl)acetamide